Methyl 2-(1-cyclobutyl-1H-pyrazol-4-yl)-5-[({1-[2-fluoro-4-(trifluoromethoxy) phenyl]cyclopropyl}carbonyl) amino]benzoate C1(CCC1)N1N=CC(=C1)C1=C(C(=O)OC)C=C(C=C1)NC(=O)C1(CC1)C1=C(C=C(C=C1)OC(F)(F)F)F